2,7-dibromo-9-(4-methoxybenzyl)-9H-fluorene BrC1=CC=2C(C3=CC(=CC=C3C2C=C1)Br)CC1=CC=C(C=C1)OC